N-(2-(5-cyclopropyl-2,5-diazaspiro[3.4]octan-2-yl)-5-((4-(8-fluoro-2-oxo-5,6-dihydro-4H-imidazo[4,5,1-ij]quinolin-1(2H)-yl)pyrimidin-2-yl)amino)-4-methoxyphenyl)acrylamide C1(CC1)N1C2(CN(C2)C2=C(C=C(C(=C2)OC)NC2=NC=CC(=N2)N2C(N3CCCC4=CC(=CC2=C34)F)=O)NC(C=C)=O)CCC1